COC1=CC=C(C=C2C(N(C(S2)=NN=C2C(NC3=CC=C(C=C23)F)=O)C2=CC=CC=C2)=O)C=C1 3-(2-(5-(4-methoxybenzylidene)-3-phenyl-4-oxothiazolidine-2-ylidene)hydrazono)-5-fluoro-1H-indol-2-one